1,3-diazabicyclo[5.4.0]undecene N12C=NCCCC2CCCC1